1-((10-hydroxy-7-(1-methylcyclohexane-1-carbonyl)-7-azaspiro[4.5]decan-10-yl)methyl)-N,N-dimethyl-6-oxo-4-phenyl-1,6-dihydropyridine-3-carboxamide OC1(CCN(CC12CCCC2)C(=O)C2(CCCCC2)C)CN2C=C(C(=CC2=O)C2=CC=CC=C2)C(=O)N(C)C